C[Si](C)(C)SCCC[Si](OCCC)(OCCC)OCCC (trimethylsilyl)[3-(tripropoxysilyl) propyl] sulfide